3-(4-cyclopropyl-6-methoxypyrimidin-5-yl)-1-((4-(1-methyl-4-(trifluoromethyl)-1H-imidazol-2-yl)benzyl)amino)-6,7-dihydro-5H-cyclopenta[c]pyridine-4-carbonitrile C1(CC1)C1=NC=NC(=C1C1=C(C2=C(C(=N1)NCC1=CC=C(C=C1)C=1N(C=C(N1)C(F)(F)F)C)CCC2)C#N)OC